(4-(4-(benzo[d]thiazol-5-ylamino)quinolin-6-yl)-3-fluorophenyl)(3-methylpiperazin-1-yl)methanone S1C=NC2=C1C=CC(=C2)NC2=CC=NC1=CC=C(C=C21)C2=C(C=C(C=C2)C(=O)N2CC(NCC2)C)F